C(#N)C1=C(CN=C=O)C=CC=C1 2-cyanobenzyl isocyanate